6-(1-Isopropyl-1H-pyrazol-3-yl)-N-(2-methoxypyridin-4-yl)-5-methyl-2-(1-methyl-1H-imidazol-2-yl)pyrrolo[2,1-f][1,2,4]triazin-4-amine C(C)(C)N1N=C(C=C1)C=1C(=C2C(=NC(=NN2C1)C=1N(C=CN1)C)NC1=CC(=NC=C1)OC)C